OC=1C=C(C=CC1O)OC(CC)=O.C(CC)OC1=CC=C(C(C(=O)O)O)C=C1 4-propoxymandelic acid 3,4-dihydroxyphenylpropanoate